CC1=CC=C(C(=C1)OC)O 5-methyl-guaiacol